(S)-4-((2-(1-amino-1,3-dihydrospiro[indene-2,4'-piperidin]-1'-yl)-1H-imidazo[4,5-b]pyrazin-5-yl)thio)-3-chloropyridin-2-ol N[C@@H]1C2=CC=CC=C2CC12CCN(CC2)C2=NC=1C(=NC=C(N1)SC1=C(C(=NC=C1)O)Cl)N2